ClC=1C=C(C=CC1F)NC(=O)C1=C2CC[C@@H](C2=C(C=C1)F)NC(C1=CN=CC=C1)=O (S)-N-(4-((3-chloro-4-fluorophenyl)carbamoyl)-7-fluoro-2,3-dihydro-1H-inden-1-yl)nicotinamide